C(C1=CC=CC=C1)S(=O)(=O)N1C[C@H]([C@@](CC1)(C1=CC(=CC=C1)OC([2H])([2H])[2H])OC(C1=CC=CC=C1)=O)CN(C([2H])([2H])[2H])C([2H])([2H])[2H] (3R,4S)-1-(benzylsulfonyl)-3-((bis(methyl-d3)amino)methyl)-4-(3-(methoxy-d3)phenyl)piperidin-4-ylbenzoate